C(C)(C)(C)OC(=O)NC=1SC=C(N1)C(C(=O)O)=NOC1(COC1)C(=O)OC(C)(C)C {2-[(tert-butoxycarbonyl)amino]-1,3-thiazol-4-yl}({[3-(tert-butoxycarbonyl)oxetan-3-yl]oxy}imino)acetic acid